(5-(4-oxo-tetrahydrofuran-2-yl)thiazol-2-yl)carbamic acid tert-butyl ester C(C)(C)(C)OC(NC=1SC(=CN1)C1OCC(C1)=O)=O